1-isopropyl-8-(1-(oxetan-3-yl)-1H-pyrazolo[3,4-b]pyrazin-6-yl)-3-(6-(trifluoromethyl)pyridin-3-yl)-1,3,8-triazaspiro[4.5]decane-2,4-dione C(C)(C)N1C(N(C(C12CCN(CC2)C2=CN=C1C(=N2)N(N=C1)C1COC1)=O)C=1C=NC(=CC1)C(F)(F)F)=O